ethyl (2S)-3-(5-amino-1-methyl-benzimidazol-2-yl)-2-(tert-butoxycarbonylamino)propanoate NC1=CC2=C(N(C(=N2)C[C@@H](C(=O)OCC)NC(=O)OC(C)(C)C)C)C=C1